2-(3-(5-bromopyridin-2-yl)propyl)oxazole BrC=1C=CC(=NC1)CCCC=1OC=CN1